C(C=CCCCCC)(=O)O octenic acid